COC1=CC=C(C=C1)C(C)C=1C2=C(C(N(C1)C)=O)NC(=C2)C=2C=NN(C2)C2COC2 4-(1-(4-methoxyphenyl)ethyl)-6-methyl-2-(1-(oxetan-3-yl)-1H-pyrazol-4-yl)-1,6-dihydro-7H-pyrrolo[2,3-c]pyridin-7-one